FC1=CC=C(C=C1)N1C(N(C=C(C1=O)C(=O)NC1=NC=C(C=C1)OC1=CC=NC2=CN=C(C=C12)C1CCN(CC1)C)C(C)C)=O 3-(4-fluorophenyl)-1-isopropyl-N-[5-[[6-(1-methyl-4-piperidyl)-1,7-naphthyridin-4-yl]oxy]-2-pyridyl]-2,4-dioxo-pyrimidine-5-carboxamide